Cl.CN1N=CC(=C1C1C(CN(CC1)C1=NC(=C(C#N)C(=C1)N1CC(C1)N1CCNCC1)C(F)(F)F)(C)C)C 6-(4-(1,4-dimethyl-1H-pyrazol-5-yl)-3,3-dimethylpiperidin-1-yl)-4-(3-(piperazin-1-yl)azetidin-1-yl)-2-(trifluoromethyl)nicotinonitrile hydrochloride